C(CCCC(CCCC)N)N 1,5-nonanediamine